4-chloro-1-(2-(pyrrolidin-1-ylmethyl)benzyl)-1H-imidazo[4,5-c]Quinolin-2(3H)-one ClC1=NC=2C=CC=CC2C2=C1NC(N2CC2=C(C=CC=C2)CN2CCCC2)=O